Ethyl 2-(2-chloro-5-isopropyl-8-oxothieno[2',3':4,5]pyrrolo[1,2-d][1,2,4]triazin-7(8H)-yl)acetate ClC1=CC2=C(C=C3N2C(=NN(C3=O)CC(=O)OCC)C(C)C)S1